O1CCN(CC1)C=1SC=2C(=NC=C(C2)NC(=O)C2=CC=CC(=N2)C=2C=NC(=CC2)NC(OC(C)(C)C)=O)N1 tert-butyl (6-((2-morpholinothiazolo[4,5-b]pyridin-6-yl)carbamoyl)-[2,3'-bipyridin]-6'-yl)carbamate